3-bromo-4-chloro-1H-pyrrolo[3,2-c]pyridine BrC1=CNC2=C1C(=NC=C2)Cl